2-(2-oxabicyclo[2.2.1]hept-4-yl)-N-(1-cyclopropyl-2-oxo-1,2-dihydropyridin-3-yl)-7-isopropoxylimidazo[1,2-a]pyridine-6-carboxamide C12OCC(CC1)(C2)C=2N=C1N(C=C(C(=C1)OC(C)C)C(=O)NC=1C(N(C=CC1)C1CC1)=O)C2